tert-butyl-3-(2-[[2-(2,6-dioxopiperidin-3-yl)-1,3-dioxo-2,3-dihydro-1H-isoindol-4-yl]amino]ethoxy)cyclobutane-1-carboxylate C(C)(C)(C)OC(=O)C1CC(C1)OCCNC1=C2C(N(C(C2=CC=C1)=O)C1C(NC(CC1)=O)=O)=O